C(CCCNC(=S)NC1=CC(=CC=C1)N=C=S)NC(=S)NC1=CC(=CC=C1)N=C=S N,N''-1,4-butanediyl-bis[N'-(3-isothiocyanatophenyl)thiourea]